NCCNC=1C=C2C(N(C(C2=CC1)=O)C1C(NC(CC1)=O)=O)=O 5-((2-aminoethyl)amino)-2-(2,6-dioxopiperidin-3-yl)isoindole-1,3-dione